6-benzyl-1,4-thiazine-2,5-dione C(C1=CC=CC=C1)C1C(N=CC(S1)=O)=O